1-(1-Ethyl-3-methyl-1H-pyrazol-4-yl)-7-methoxy-3-methyl-8-(1-methyl-1H-pyrazol-4-yl)-1,3-dihydroimidazo[4,5-c]quinolin-2-one C(C)N1N=C(C(=C1)N1C(N(C=2C=NC=3C=C(C(=CC3C21)C=2C=NN(C2)C)OC)C)=O)C